dimethoxybenzenesulfonic acid COC=1C(=C(C=CC1)S(=O)(=O)O)OC